(6R,8aS)-6-[8-amino-1-(4-{1-[3-(difluoromethyl)phenyl]-1-hydroxyethyl}-2-fluorophenyl)imidazo[1,5-a]pyrazin-3-yl]-1,1-dimethylhexahydroindolizin-3(2H)-one NC=1C=2N(C=CN1)C(=NC2C2=C(C=C(C=C2)C(C)(O)C2=CC(=CC=C2)C(F)F)F)[C@H]2CN1C(CC([C@@H]1CC2)(C)C)=O